FC1=CC=C(OCC2N(C3CC(C2C)C3)C(=O)C3=NC(=CC=C3N3N=CC(=N3)C)C)C=C1 trans-3-[(4-Fluorophenoxy)methyl]-4-methyl-2-[6-methyl-3-(4-methyl-2H-1,2,3-triazol-2-yl)pyridin-2-carbonyl]-2-azabicyclo[3.1.1]heptan